1,2,3,4-tetrahydro-isoquinoline-3-acetic acid C1NC(CC2=CC=CC=C12)CC(=O)O